ClC=1C(=C(C(=O)O)C=CC1)Cl di-chlorobenzoic acid